COC(=O)C=1C(C=C2N(N(CC=3C=C(C4=C(C23)CCO4)O)C4=CC=CC=C4)C1)=O 4-hydroxy-11-oxo-7-phenyl-2,6,7,11-tetrahydro-1H-furo[2,3-H]Pyrido[2,1-a]Phthalazine-10-carboxylic acid methyl ester